C(#N)C=1C=CC(=C2C=CC=NC12)C1C2(CC2(CN1)C(F)(F)F)C(=O)NC[C@@H]1N(CCOC1)C (8-cyanoquinolin-5-yl)-N-{[(3S)-4-methylmorpholin-3-yl]methyl}-5-(trifluoromethyl)-3-azabicyclo[3.1.0]hexane-1-carboxamide